NC=1C=C(OC(C(F)(F)F)(C(F)(F)F)OC2=CC(=C(C=C2)O)N)C=CC1O Bis(3-amino-4-hydroxyphenoxy)-hexafluoropropane